FC1=CC2=C(N(C(N=C2N2[C@H](CN(CC2)C(C=C)=O)C)=O)C=2C(=NC=CC2C)C(C)C)N=C1C1=C(C=CC=C1O)F.[S].[Na] sodium sulfur 6-fluoro-7-(2-fluoro-6-hydroxyphenyl)-1-(4-methyl-2-(2-propanyl)-3-pyridinyl)-4-((2s)-2-methyl-4-(2-propenoyl)-1-piperazinyl)pyrido[2,3-d]pyrimidin-2(1H)-one